FC(C=1C(=C(C=CC1)[C@@H](C)NC=1C=2C(N=C(N1)C)=C(C(N(C2)C2(CC2)CF)=O)C(F)(F)F)F)F (R)-4-((1-(3-(difluoromethyl)-2-fluorophenyl)ethyl)amino)-6-(1-(fluoromethyl)cyclopropyl)-2-methyl-8-(trifluoromethyl)pyrido[4,3-d]pyrimidine-7(6H)-one